thiobis-(3-methyl-6-t-butylphenol) S(C1=C(C(=CC=C1C)C(C)(C)C)O)C1=C(C(=CC=C1C)C(C)(C)C)O